N1(CCC1)CC1(CC1)NC([C@@](C)(F)C1=CC=C(C=C1)Cl)=O (S)-N-(1-(azetidin-1-ylmethyl)cyclopropyl)-2-(4-chlorophenyl)-2-fluoropropanamide